Ethyl 1-(3,5-dichloropyridin-4-yl)-5-(trifluoromethyl)-1H-pyrazole-4-carboxylate ClC=1C=NC=C(C1N1N=CC(=C1C(F)(F)F)C(=O)OCC)Cl